tert-butyl 6-(7-bromo-3-cyano-1-methyl-2-oxo-1,2-dihydroquinolin-4-yl)-2,6-diazaspiro-[3.4]octane-2-carboxylate BrC1=CC=C2C(=C(C(N(C2=C1)C)=O)C#N)N1CC2(CN(C2)C(=O)OC(C)(C)C)CC1